ClC=1C=C(C(=NC1)NC(N(C1=C(C=CC=C1)C(C)C)C1CC(C1)CC(=O)OC)=O)OC(F)F methyl 2-(3-(3-(5-chloro-3-(difluoromethoxy)pyridin-2-yl)-1-(2-isopropylphenyl)ureido)cyclobutyl)acetate